C1(CC1)C(CNC=1N=CC2=C(N1)NC=C2C2=CC=1N(C=C2)N=CC1C(=O)NC1CCN(CC1)C)(F)F 5-(2-((2-cyclopropyl-2,2-difluoroethyl)amino)-7H-pyrrolo[2,3-d]pyrimidin-5-yl)-N-(1-methylpiperidin-4-yl)pyrazolo[1,5-a]pyridine-3-carboxamide